bromo-3-methoxycyclopentane BrC1CC(CC1)OC